(S)-2-(4-(4-(difluoromethyl)pyrazolo[1,5-a]pyridin-2-yl)-1,4,6,7-tetrahydro-5H-imidazo[4,5-c]pyridin-5-yl)-5-(4-fluorophenyl)-1,3,4-oxadiazole FC(C=1C=2N(C=CC1)N=C(C2)[C@H]2N(CCC1=C2N=CN1)C=1OC(=NN1)C1=CC=C(C=C1)F)F